BrC1=C(C=CC(=C1)Cl)N1N=CC(=C1)C(F)F 1-(2-bromo-4-chlorophenyl)-4-(difluoromethyl)pyrazole